2'-(((S)-1-isopropylpyrrolidin-2-yl)methoxy)-4'-((R)-2-(methoxymethyl)-4-tritylpiperazin-1-yl)-3,4,5',8'-tetrahydro-2H,6'H-spiro[naphthalene-1,7'-quinazolin]-7-ol C(C)(C)N1[C@@H](CCC1)COC1=NC=2CC3(CCC2C(=N1)N1[C@H](CN(CC1)C(C1=CC=CC=C1)(C1=CC=CC=C1)C1=CC=CC=C1)COC)CCCC1=CC=C(C=C13)O